BrC1=NC=C(C=C1)OC([2H])([2H])[2H] 2-bromo-5-(trideuteriomethoxy)pyridine